((1-(((R)-piperidin-2-yl)methyl)pyrrolidin-3-yl)methyl)piperidine-4-carboxamide N1[C@H](CCCC1)CN1CC(CC1)CN1CCC(CC1)C(=O)N